[3-(m-methoxybenzenesulfonyloxy)phenyl]urea COC=1C=C(C=CC1)S(=O)(=O)OC=1C=C(C=CC1)NC(=O)N